C1(CC1)CC1=C(C=NN1C)C1=NC(=NC=C1)N 4-(5-(cyclopropylmethyl)-1-methyl-1H-pyrazol-4-yl)pyrimidin-2-amine